OC[C@]1(O[C@H](CNC1)N1C=2N=C(NC(C2N=C1)=O)NC(C(C)C)=O)CO[Si](C(C)C)(C(C)C)C(C)C N-[9-[(2R,6S)-6-(hydroxymethyl)-6-(triisopropylsilyloxymethyl)morpholin-2-yl]-6-oxo-1H-purin-2-yl]-2-methyl-propionamide